ClC1=C(C(=CC(=C1)N1CC2=CC=C(C=C2CC1)C(F)(F)F)C)NC(CC(C)(C)C)=O N-[2-chloro-6-methyl-4-(6-trifluoromethyl-3,4-dihydro-1H-isoquinolin-2-yl)-phenyl]-3,3-dimethylbutanamide